C(C1=CC=CC=C1)OC(N[C@H]1C(NC1)=O)=O [(3R)-2-oxoazetidin-3-yl]Carbamic acid benzyl ester